tert-butyl (1R,3R,5S)-3-[methyl([6-[4-(1,2,3-triazol-1-yl)-1H-indazol-7-yl]pyridazin-3-yl])amino]-8-azabicyclo[3.2.1]octane-8-carboxylate CN(C1C[C@H]2CC[C@@H](C1)N2C(=O)OC(C)(C)C)C=2N=NC(=CC2)C=2C=CC(=C1C=NNC21)N2N=NC=C2